2-(3-Cyanophenyl)-N-(2-hydroxy-2-methyl-propyl)-3-pyrimidin-4-yl-pyrazolo[1,5-a]pyrimidine-5-carboxamide C(#N)C=1C=C(C=CC1)C1=NN2C(N=C(C=C2)C(=O)NCC(C)(C)O)=C1C1=NC=NC=C1